C(C)C=1C(NC=2C=C(C=NC2C1)[C@@H](C)N1[C@@H]([C@H](C1)OC=1C=CC(=NC1)C(=O)NC)C)=O |o1:12| 5-{[(2R,3S)-1-[(1R*)-1-(7-ethyl-6-oxo-5H-1,5-naphthyridin-3-yl)ethyl]-2-methylazetidin-3-yl]oxy}-N-methylpyridine-2-carboxamide